N1(CCCC1)C1=NC(=CC=C1)CN1N=CC(=C1)B1OC(C(O1)(C)C)(C)C 2-(pyrrolidin-1-yl)-6-((4-(4,4,5,5-tetramethyl-1,3,2-dioxaborolan-2-yl)-1H-pyrazol-1-yl)methyl)pyridine